[4-(2-fluorophenoxy)phenyl]boronic acid FC1=C(OC2=CC=C(C=C2)B(O)O)C=CC=C1